(R)-5-chloro-N-(1-(2,4-difluorophenyl)ethyl)-[1,2,4]triazolo[1,5-a]pyrimidin-7-amine ClC1=NC=2N(C(=C1)N[C@H](C)C1=C(C=C(C=C1)F)F)N=CN2